tert-butyl 7-(4-(2-(2-aminopyridin-3-yl)-5-phenyl-3H-imidazo[4,5-b]pyridin-3-yl)benzyl)-2,7-diazaspiro[3.5]nonane-2-carboxylate NC1=NC=CC=C1C1=NC=2C(=NC(=CC2)C2=CC=CC=C2)N1C1=CC=C(CN2CCC3(CN(C3)C(=O)OC(C)(C)C)CC2)C=C1